FC=1C=C2C(=NC1)N(C=C2C2=NC=C(C(=N2)SC)F)S(=O)(=O)C2=CC=C(C)C=C2 5-fluoro-3-(5-fluoro-4-(methylthio)pyrimidin-2-yl)-1-tosyl-1H-pyrrolo[2,3-b]Pyridine